N-(3-(1-(4-(5-(difluoromethyl)-1,3,4-oxadiazol-2-yl)-2,6-difluorobenzyl)-1H-1,2,3-triazol-4-yl)phenyl)acetamide FC(C1=NN=C(O1)C1=CC(=C(CN2N=NC(=C2)C=2C=C(C=CC2)NC(C)=O)C(=C1)F)F)F